2-(6-Fluoro-9H-carbazol-3-yl)acetic acid FC=1C=C2C=3C=C(C=CC3NC2=CC1)CC(=O)O